C(C)C=1C(=CC=C2C=C(C=C(C12)N1CC=2N=C(N=C(C2CC1)O)OC[C@]12CCCN2C[C@@H](C1)F)OC1OCCCC1)F 7-(8-ethyl-7-fluoro-3-((tetrahydro-2H-pyran-2-yl)oxy)naphthalen-1-yl)-2-(((2R,7aS)-2-fluorotetrahydro-1H-pyrrolizin-7a(5H)-yl)methoxy)-5,6,7,8-tetrahydropyrido[3,4-d]pyrimidin-4-ol